C1(CCC1)CN(C(OC(C)(C)C)=O)[C@H]1CN(CCC1)C1=CC(N(C=C1)C(C)N1C=NC(=C1)C=1C=NC=C(C1)OC)=O tert-butyl (cyclobutylmethyl)((3R)-1-(1-(1-(4-(5-methoxypyridin-3-yl)-1H-imidazol-1-yl)ethyl)-2-oxo-1,2-dihydropyridin-4-yl)piperidin-3-yl)carbamate